C(=O)C(C)([C@H]1CC[C@H]2C3=CCC4C[C@H](CC[C@]4(C)[C@H]3CC[C@]12C)CC(=O)[O-])C (3S)-20-formyl-20-methyl-pregn-7-en-3-ylacetate